COC1=C(C=CC=C1)[C@H](CN1C(N(C(C2=C1SC(=C2C)C=2OC=CN2)=O)C(C(=O)NC(C)C)(C)C)=O)OC(C)C 2-[1-[(2R)-2-(2-methoxyphenyl)-2-(prop-2-yloxy)ethyl]-5-methyl-6-(1,3-oxazol-2-yl)-2,4-dioxo-1H,2H,3H,4H-thieno[2,3-d]pyrimidin-3-yl]-2-methyl-N-(prop-2-yl)propionamide